di-tert-butyl-2,2'-methylenedi-p-cresol C(C)(C)(C)C1=C(C(=C(C(=C1)O)CC1=CC(=CC=C1O)C)C(C)(C)C)C